N-phenylmethanesulfonamide CS(=O)(=O)NC1=CC=CC=C1